N=1C=C(N2C1C=NC=C2)CN2CCC1=CC=C(C=C21)C(=O)NC2=CC(=CC(=C2)C(F)(F)F)OCCN2CCCC2 1-(imidazo[1,2-a]pyrazin-3-ylmethyl)-N-(3-(2-(pyrrolidin-1-yl)ethoxy)-5-(trifluoromethyl)phenyl)indoline-6-carboxamide